methyl 5-((3-aminopropyl)carbamoyl)-2-(2-(4-fluorophenyl)butanamido)-4-methylthiophene-3-carboxylate NCCCNC(=O)C1=C(C(=C(S1)NC(C(CC)C1=CC=C(C=C1)F)=O)C(=O)OC)C